2-(4-chloro-3-methylphenoxy)-N-(4'-(methoxymethyl)-[1,1'-biphenyl]-4-yl)-2-methylpropanamide ClC1=C(C=C(OC(C(=O)NC2=CC=C(C=C2)C2=CC=C(C=C2)COC)(C)C)C=C1)C